2-(6-methoxy-2H-indazol-2-yl)-5-methoxymethoxyaniline COC=1C=CC2=CN(N=C2C1)C1=C(N)C=C(C=C1)OCOC